CC=1C(=C2C=NNC2=CC1)C=1C2=C(C=NC1)NC(=N2)C2CN(C2)C(C=C)=O 1-(3-(7-(5-methyl-1H-indazol-4-yl)-3H-imidazo[4,5-c]pyridin-2-yl)azetidin-1-yl)prop-2-en-1-one